C([N+](=O)[O-])([N+](=O)[O-])[N+](=O)[O-] Nitroform